N-{[4-(2H-1,3-benzodioxole-5-sulfonyl)phenyl]methyl}imidazo[1,2-a]pyrimidine-6-carboxamide O1COC2=C1C=CC(=C2)S(=O)(=O)C2=CC=C(C=C2)CNC(=O)C=2C=NC=1N(C2)C=CN1